C(=O)(O)COCCCCOCCCCOCC(=O)O [4-(4-carboxymethoxy-butoxy)-butoxy]-acetic acid